3-(5-isobutyl-3-{5-[(2-methyl-1H-imidazol-1-yl)methyl]-2-pyridinyl}-2-thienylsulfonyl)urea C(C(C)C)C1=CC(=C(S1)S(=O)(=O)NC(N)=O)C1=NC=C(C=C1)CN1C(=NC=C1)C